3-(3-cyano-4-((2-methyl-1H-imidazol-1-yl)methyl)phenyl)-5-isobutylthiophene-2-sulfonamide C(#N)C=1C=C(C=CC1CN1C(=NC=C1)C)C1=C(SC(=C1)CC(C)C)S(=O)(=O)N